O=C1NC(CCC1N1C(C2=CC=CC(=C2C1=O)F)=O)=O (2,6-dioxo-piperidin-3-yl)-4-fluoro-isoindoline-1,3-dione